[3-(methylpropoylamino)propyl]trimethylammonium chloride [Cl-].CN(CCC[N+](C)(C)C)C(CC)=O